(3S)-8-(6-tert-butyl-5-fluoropyridin-3-yl)-3-[(methoxymethoxy)methyl]-6-oxo-2H,3H,4H,6H-pyrimido[2,1-b][1,3]thiazine-7-carbonitrile C(C)(C)(C)C1=C(C=C(C=N1)C=1N=C2SC[C@@H](CN2C(C1C#N)=O)COCOC)F